C1OCC12CN(C2)CCN2C(C(=C(C1=CC(=CN=C21)C2CCC2)O)C(=O)NC21CC(C2)C1)=O 1-(2-(2-oxa-6-azaspiro[3.3]heptan-6-yl)ethyl)-N-(bicyclo[1.1.1]pentan-1-yl)-6-cyclobutyl-4-hydroxy-2-oxo-1,2-dihydro-1,8-naphthyridine-3-carboxamide